C(C)(C)(C)OC(=O)N1C2CCCC1CC2 8-azabicyclo[3.2.1]Octane-8-Carboxylic acid tert-butyl ester